C1CNC[C@@H](C2=CC(=C(C=C21)O)O)C3=CC=CC=C3.Br The molecule is a hydrobromide obtained by combining (R)-SKF 38393 with one molar equivalent of hydrogen bromide. It contains a (R)-SKF 38393(1+). It is an enantiomer of a (S)-SKF 38393 hydrobromide.